N-((S)-5-((1S,2R)-2-(4-fluorophenyl)cyclopropylamino)-1-(4-methylpiperazin-1-yl)-1-oxopentan-2-yl)-4-(1H-1,2,3-triazol-1-yl)benzamide FC1=CC=C(C=C1)[C@@H]1[C@H](C1)NCCC[C@@H](C(=O)N1CCN(CC1)C)NC(C1=CC=C(C=C1)N1N=NC=C1)=O